N1(C=NC=C1)C=1C=CC(=C(C1)O)C1=CN=C(N=N1)N1CC(CC1)NC(C)C 5-(1H-imidazol-1-yl)-2-(3-{3-[(propan-2-yl)amino]pyrrolidin-1-yl}-1,2,4-triazin-6-yl)phenol